(2S)-2-amino-3-(3-fluoro-5-hydroxyphenyl)propionic acid N[C@H](C(=O)O)CC1=CC(=CC(=C1)O)F